(E)-2-(6-(2-(5-cyclopropyl-3-(2,6-dichlorophenyl)isoxazol-4-yl)vinyl)-3-azabicyclo[3.1.0]hex-3-yl)thiazole-5-carboxylic acid C1(CC1)C1=C(C(=NO1)C1=C(C=CC=C1Cl)Cl)/C=C/C1C2CN(CC12)C=1SC(=CN1)C(=O)O